COCCN1N=CC=2C1=NC(=CN2)N2CCC1(CCN(C1)C1=NC=CC(=C1)C(F)(F)F)CC2 8-(1-(2-methoxyethyl)-1H-pyrazolo[3,4-b]pyrazin-6-yl)-2-(4-(trifluoromethyl)pyridin-2-yl)-2,8-diazaspiro[4.5]decane